Br.COC=1C=C(CCN)C=CC1OC 3,4-dimethoxyphenethylamine hydrobromide